C1=CC=CC=2N(CC3=C(C=CC21)C=CC=C3)CCCC(=O)O Dibenz[b,f]azocine-5(6H)-butanoic acid